tert-Butyl 7-(6-chloro-3-(5-((methylamino)methyl)-2-oxooxazolidin-3-yl)-1H-pyrazolo[4,3-c]pyridin-1-yl)-6-methoxy-2,3-dihydro-4H-benzo[b][1,4]oxazine-4-carboxylate ClC1=CC2=C(C=N1)C(=NN2C=2C(=CC1=C(OCCN1C(=O)OC(C)(C)C)C2)OC)N2C(OC(C2)CNC)=O